tert-butyl-4-[5-(6-hydroxy-4-oxoquinazolin-3-yl)pyrimidin-2-yl]piperazine-1-carboxylate C(C)(C)(C)OC(=O)N1CCN(CC1)C1=NC=C(C=N1)N1C=NC2=CC=C(C=C2C1=O)O